FC1=C(C(=CC=C1)F)C1=CC=C(C=N1)[C@H](C)N (S)-1-(6-(2,6-difluorophenyl)pyridin-3-yl)ethan-1-amine